(R)-3-(3-((4-cyanophenyl)amino)-4-((S)-2,2,2-trifluoro-1-methoxyethyl)phenyl)pentanoic acid C(#N)C1=CC=C(C=C1)NC=1C=C(C=CC1[C@@H](C(F)(F)F)OC)[C@@H](CC(=O)O)CC